butylperoxybutyrate C(CCC)OOC(CCC)=O